C(=C)C(CC[Si](O[Si](C)(C)C)(O[Si](C)(C)C)O[Si](C)(C)C)OC(C(=C)C)=O vinyl-methacryloxypropyl-tri(trimethylsiloxy)silane